9,10-di(isobutoxy)anthracene C(C(C)C)OC=1C2=CC=CC=C2C(=C2C=CC=CC12)OCC(C)C